ClC1=CC2=C(N(C(N=C2N2C[C@@H](N([C@@H](C2)C)C(=O)OC(C)(C)C)C)=O)C=2C(=NC=NC2C(C)C)C(C)C)N=C1Cl tert-Butyl 4-(6,7-dichloro-1-(4,6-diisopropylpyrimidin-5-yl)-2-oxo-1,2-dihydropyrido[2,3-d]pyrimidin-4-yl)-cis-2,6-dimethylpiperazine-1-carboxylate